hexylaminophosphorus C(CCCCC)N[P]